((4-((5-Cyclopropyl-3-(2,6-dichlorophenyl)isoxazol-4-yl)methoxy)bicyclo[2.2.2]octan-1-yl)methyl)-3-(difluoromethyl)-1H-pyrazol C1(CC1)C1=C(C(=NO1)C1=C(C=CC=C1Cl)Cl)COC12CCC(CC1)(CC2)CN2N=C(C=C2)C(F)F